C[C@@]12[C@@H](C[C@H](CC1)C2(C)C)OC(CCC(=O)C2=CC=C(C=C2)OC)=O.C(C)[P+](CO)(CC)CC Triethyl-(hydroxymethyl)phosphonium (1R,2R,4S)-1,7,7-Trimethylbicyclo[2.2.1]heptan-2-yl-4-(4-methoxyphenyl)-4-oxobutanoate